2-bromo-4-(4-chlorophenyl)pyrimidine methyl-(R)-2-(2-(2-(3-((ethoxycarbonyl)amino)pyrrolidin-1-yl)thiazole-4-carboxamido)acrylamido)acrylate COC(C(=C)NC(C(=C)NC(=O)C=1N=C(SC1)N1C[C@@H](CC1)NC(=O)OCC)=O)=O.BrC1=NC=CC(=N1)C1=CC=C(C=C1)Cl